N[C@]1(CN(CC1)C(=O)OC(C)(C)C)C1=C(C(=CC=C1)Cl)C tertbutyl (S)-3-amino-3-(3-chloro-2-methylphenyl)pyrrolidine-1-carboxylate